N-(beta-L-rhamnosyl)ferulic acid amide [C@H]1([C@H](O)[C@H](O)[C@@H](O)[C@@H](O1)C)NC(\C=C\C1=CC(OC)=C(O)C=C1)=O